C1OC2=CC=C(C=C2O1)B1OC(C)(C)C(C)(C)O1 4-methylenedioxyphenylboronic acid pinacol ester